C(#N)C1=C(C=CC=C1)SC=1C=2N(C=C(C1)C=1C=NN(C1)[C@H]1CN(CC1)C)N=CC2C#N (R)-4-((2-cyanophenyl)thio)-6-(1-(1-methylpyrrolidin-3-yl)-1H-pyrazol-4-yl)pyrazolo[1,5-a]pyridine-3-carbonitrile